2-((4-(6-((4-carbamoyl-2-fluorobenzyl)oxy)-5-fluoropyridin-2-yl)piperidin-1-yl)methyl)-4-(difluoromethoxy)-1-methyl-1H-benzo[d]imidazole-6-carboxylic acid C(N)(=O)C1=CC(=C(COC2=C(C=CC(=N2)C2CCN(CC2)CC2=NC3=C(N2C)C=C(C=C3OC(F)F)C(=O)O)F)C=C1)F